Cl.FC=1C=C(C=CC1OC)[C@@H](C)N (R)-1-(3-fluoro-4-methoxyphenyl)ethan-1-amine hydrochloride